6-phenyl-4-azaspiro[2.4]heptane-5-one C1(=CC=CC=C1)C1C(NC2(CC2)C1)=O